CNC(C(=O)O)CC1=CC=CC=C1 (methylamino)-3-phenylpropanoic acid